O=C1N(CCC12CCN(CC2)C(=O)OC(C)(C)C)C2=NC=CC=C2C(F)(F)F tert-butyl 1-oxo-2-(3-(trifluoromethyl)pyridin-2-yl)-2,8-diazaspiro[4.5]decane-8-carboxylate